3-[(3-chloro-2-methoxyphenyl)amino]-2-[6-[(3R)-oxan-3-yloxy]-1,5-naphthyridin-4-yl]-1H,5H,6H,7H-pyrrolo[3,2-c]pyridin-4-one ClC=1C(=C(C=CC1)NC1=C(NC2=C1C(NCC2)=O)C2=CC=NC1=CC=C(N=C21)O[C@H]2COCCC2)OC